COC=1C=C(C=CC1)C1(CCCCC1)N 1-(3-methoxyphenyl)cyclohexylamine